5-(2-Phenylpropan-2-yl)-1,3-oxazole-2-carboxylic acid ethyl ester C(C)OC(=O)C=1OC(=CN1)C(C)(C)C1=CC=CC=C1